2-fluoro-3-(1-hydroxy-2-methyl-propyl)benzonitrile FC1=C(C#N)C=CC=C1C(C(C)C)O